4-(5-Chloroimidazo[1,2-a]pyridin-8-yl)pyridin-2-amine ClC1=CC=C(C=2N1C=CN2)C2=CC(=NC=C2)N